tert-butyl N-cyclobutyl-N-[(3S)-1-[6-(trimethylstannyl)pyridazin-3-yl]pyrrolidin-3-yl]carbamate C1(CCC1)N(C(OC(C)(C)C)=O)[C@@H]1CN(CC1)C=1N=NC(=CC1)[Sn](C)(C)C